1-nitro-buta-1,3-diene [N+](=O)([O-])C=CC=C